Dihexyl succinate C(CCC(=O)OCCCCCC)(=O)OCCCCCC